(tert-butyl 3-((6-amino-9-(3-bromobenzyl)-9H-purin-2-yl)oxy)propyl)carbamate C(C)(C)(C)C(CCNC([O-])=O)OC1=NC(=C2N=CN(C2=N1)CC1=CC(=CC=C1)Br)N